C(CCCC[C@@H]1SC[C@@H]2NC(=O)N[C@H]12)(=O)N Biotinamide